NC=1C=C(C=C(C1)N1CCOCC1)C=1C=NC(=NC1)NC1CC2=CC=CC=C2C1 5-(3-amino-5-morpholinophenyl)-N-(2,3-dihydro-1H-inden-2-yl)pyrimidin-2-amine